CC(C(=O)OCCCO)C hydroxypropyl methylpropionate